(±)-trans-3-(isoquinolin-5-yloxy)-4-phenylpyrrolidine-1-carboxylic acid tert-butyl ester C(C)(C)(C)OC(=O)N1C[C@H]([C@@H](C1)C1=CC=CC=C1)OC1=C2C=CN=CC2=CC=C1 |r|